C1(=CC=CC=C1)N1C2N(C(C=3C=CC=CC13)=O)CCC2 4-phenyl-2,3,3a,4-tetrahydropyrrolo[2,1-b]quinazolin-9(1H)-one